FC1=CC=C(C=C1)C(C(=O)NC)O 2-(4-fluorophenyl)-2-hydroxy-N-methylacetamide